3,5-dibromoindenone BrC1=CC(C2=CC=C(C=C12)Br)=O